(R)-2-[(Boc-amino)methyl]-3-phenylpropionic acid C(=O)(OC(C)(C)C)NC[C@H](C(=O)O)CC1=CC=CC=C1